tert-butyl 2-chloro-4-(2-methylazepan-1-yl)-5,7-dihydro-6H-pyrrolo[3,4-d]pyrimidine-6-carboxylate ClC=1N=C(C2=C(N1)CN(C2)C(=O)OC(C)(C)C)N2C(CCCCC2)C